2-cyclopentyl-1-(4-(2,3-difluoro-4-(1H-pyrazol-4-yl)phenyl)piperidin-1-yl)ethan-1-one C1(CCCC1)CC(=O)N1CCC(CC1)C1=C(C(=C(C=C1)C=1C=NNC1)F)F